CC1(COC2=C(O1)C=CC(=C2)C(C)=O)C 1-(2,2-dimethyl-2,3-dihydrobenzo[b][1,4]dioxin-6-yl)ethan-1-one